3-[2-(hydroxymethyl)allyl-methyl-carbamoyl]-2,4,6,7-tetrahydropyrazolo[4,3-c]Pyridine-5-carboxylic acid tert-butyl ester C(C)(C)(C)OC(=O)N1CC=2C(CC1)=NNC2C(N(C)CC(=C)CO)=O